2-(4-chloro-1-isopropyl-1H-pyrazol-5-yl)-4-(4-(1-ethyl-4-(trifluoromethyl)-1H-imidazol-2-yl)-3-fluoro-5-methoxybenzyl)-6,7-dihydro-[1,2,4]triazolo[1,5-a]pyrimidin-5(4H)-one ClC=1C=NN(C1C1=NN2C(N(C(CC2)=O)CC2=CC(=C(C(=C2)OC)C=2N(C=C(N2)C(F)(F)F)CC)F)=N1)C(C)C